COC1=C(C=CC=C1)NC1=CC(=NC=C1C(NC)=O)NC1=CC=C(C=N1)C(=O)OC methyl 6-({4-[(2-methoxyphenyl)amino]-5-(methylcarbamoyl)pyridin-2-yl}amino)pyridine-3-carboxylate